(1S,2S)-N-[7-methyl-6-[4-((R)-3-methyltetrahydrofuran-3-yl)piperazin-4-ium-1-yl]-3-isoquinolinyl]-2-(2-pyridinyl)cyclopropanecarboxamide CC1=C(C=C2C=C(N=CC2=C1)NC(=O)[C@@H]1[C@H](C1)C1=NC=CC=C1)N1CC[NH+](CC1)[C@]1(COCC1)C